F[C@@H]1[C@@H](C(C2=C1N(N=C2C(F)(F)F)CC2=CC=C(C=C2)OC)=O)O cis-6-fluoro-5-hydroxy-1-[(4-methoxyphenyl)methyl]-3-(trifluoromethyl)-5,6-dihydrocyclopenta[c]pyrazol-4-one